Cl.FC1=CC=CC2=C1CN(C1=C(COC2)C=C(C=2N1C=NN2)C=2C(=NC=CC2)C)C(=O)OC(C)(C)C tert-butyl 12-fluoro-4-(2-methylpyridin-3-yl)-8,13-dihydro-[1,2,4]triazolo[4',3':1,6]pyrido[3,2-c]benzo[g][1,5]oxazonine-14(6H)-carboxylate hydrochloride salt